COC(=O)C1(CCC2(C(CC3=CC=CC=C23)C[C@@H](CO)C)CC1)NC1=CC(=CC=C1)Cl 4-(3-Chloroanilino)-2'-[(2S)-3-hydroxy-2-methylpropyl]-2',3'-dihydrospiro[cyclohexane-1,1'-indene]-4-carboxylic acid methyl ester